OC=1C=C(C=CC1O)CC(CO)=O 1-(3,4-dihydroxyphenyl)-3-hydroxypropan-2-one